N1=C(C=CC=C1)C1=C(NC2=C1N=CN=C2)C2=CC(=NC=C2)NC(C)=O N-{4-[7-(pyridin-2-yl)-5H-pyrrolo[3,2-d]pyrimidin-6-yl]pyridin-2-yl}acetamide